5-chloro-3-isopropyl-N-(thiazol-2-ylmethyl)pyrazolo[1,5-a]pyrimidin-7-amine ClC1=NC=2N(C(=C1)NCC=1SC=CN1)N=CC2C(C)C